tert-butyl (1-(4-(2,6-dioxopiperidin-3-yl)-3-fluorophenyl)azetidin-3-yl)carbamate O=C1NC(CCC1C1=C(C=C(C=C1)N1CC(C1)NC(OC(C)(C)C)=O)F)=O